Oxazolyl-Imidazolyl-Pyrazolyl-Thiadiazole O1C(=NC=C1)C=1C(=NNC1)C=1N=NSC1C=1NC=CN1